ClC1=C(C=C(C(=C1)S(N[C@H](C)C1CCNCC1)(=O)=O)C)NC(C1=C(C=CC=C1)C)=O (R)-N-(2-chloro-5-methyl-4-(N-(1-(piperidin-4-yl)ethyl)sulfamoyl)phenyl)-2-methylbenzamide